ClC=1C=C(C=NC1N1N=CC=N1)NC(=O)[C@@H]1C[C@](C2=C1C=NC=1N2N=C(C1)F)(C)C=1C=NN(C1)CC (6R,8R)-N-(5-chloro-6-(2H-1,2,3-triazol-2-yl)pyridin-3-yl)-8-(1-ethyl-1H-pyrazol-4-yl)-2-fluoro-8-methyl-7,8-dihydro-6H-cyclopenta[e]pyrazolo[1,5-a]pyrimidine-6-carboxamide